(S)-4-(2-(2-decanamido-3-(hexylamino)-3-oxopropyl)oxazol-5-yl)benzoic acid C(CCCCCCCCC)(=O)N[C@@H](CC=1OC(=CN1)C1=CC=C(C(=O)O)C=C1)C(=O)NCCCCCC